N-Methylacetamide Hydrochloride Cl.CNC(C)=O